(S)-4-(2-(2-phenylthiazol-4-yl)2-(4-(methoxycarbonyl)thiazole-5-ylamino)ethyl)phenylsulfamic acid C1(=CC=CC=C1)C=1SC=C(N1)[C@H](CC1=CC=C(C=C1)NS(O)(=O)=O)NC1=C(N=CS1)C(=O)OC